N-(4-(4-(1-(2-(2,6-dioxopiperidin-3-yl)-1,3-dioxoisoindolin-5-yl)piperidin-4-yl)piperazin-1-yl)phenyl)-N-((1r,4r)-4-(quinazolin-2-ylamino)cyclohexyl)acetamide O=C1NC(CCC1N1C(C2=CC=C(C=C2C1=O)N1CCC(CC1)N1CCN(CC1)C1=CC=C(C=C1)N(C(C)=O)C1CCC(CC1)NC1=NC2=CC=CC=C2C=N1)=O)=O